(R)-3-amino-5-hexenoic acid N[C@@H](CC(=O)O)CC=C